dibenzoyl-(+)-tartaric acid C1=CC=C(C=C1)C(=O)O[C@H]([C@H](C(=O)O)OC(=O)C2=CC=CC=C2)C(=O)O